tert-Butyl (R)-2-((4-bromo-1H-indol-1-yl)methyl)morpholine-4-carboxylate BrC1=C2C=CN(C2=CC=C1)C[C@@H]1CN(CCO1)C(=O)OC(C)(C)C